ClC1=C(C(=NC=N1)Cl)OC dichloro-5-methoxy-pyrimidine